2-Chloro-5-((4-(2-(4-chlorophenyl)imidazo[1,2-a]pyridin-3-yl)-1H-1,2,3-triazol-1-yl)methyl)-N-methylbenzamid ClC1=C(C(=O)NC)C=C(C=C1)CN1N=NC(=C1)C1=C(N=C2N1C=CC=C2)C2=CC=C(C=C2)Cl